1-(6-chloro-3-(4-oxa-7-azaspiro[2.5]octan-7-yl)pyridin-2-yl)-N,N-dimethylmethanamine ClC1=CC=C(C(=N1)CN(C)C)N1CCOC2(CC2)C1